perfluoro methylvinyl ether CC=COF